C1(=CC=CC=C1)C(C)([Si](OCC)(OCC)OCC)N1CCOCC1 4-(1-phenyl-1-(triethoxysilyl)ethyl)tetrahydro-1,4-oxazine